(R)-5-(4-((7-ethyl-6-oxo-5,6-dihydro-1,5-naphthyridin-3-yl)methyl)piperazin-1-yl)-N-(pyrrolidin-3-yl)picolinamide S-(3,7-dimethyloct-6-en-1-yl)ethanethioate CC(CCS=C(C)O)CCC=C(C)C.C(C)C=1C(NC=2C=C(C=NC2C1)CN1CCN(CC1)C=1C=CC(=NC1)C(=O)N[C@H]1CNCC1)=O